1,3-diphenylimidazole C1(=CC=CC=C1)N1CN(C=C1)C1=CC=CC=C1